N1=C(N)N=C(N)N=C1N Cyanuramide